ClC1=C(C=CC=C1)CCN1N=CN=N1 1-(2-chlorophenyl)-2-(1,2,3,4-tetrazole-2-yl)ethane